3-(2,2-difluoroethyl)-7-(((3R,4R)-3-fluoro-1-methylpiperidin-4-yl)amino)-1,1-dioxidobenzo[b]thiophen FC(CC=1C2=C(S(C1)(=O)=O)C(=CC=C2)N[C@H]2[C@@H](CN(CC2)C)F)F